7,8,9,10-tetrahydro-6H-benzo[4,5]imidazo[1,2-a]azepin-4-amine C1=CC=C(C=2N=C3N(CCCCC3)C21)N